trimethylolpropane-tris(3-aziridinyl propionate) N1(CC1)CCC(=O)O.N1(CC1)CCC(=O)O.N1(CC1)CCC(=O)O.C(O)C(CC)(CO)CO